COC1=C(\C=C\2/C(OC3=C(C2=O)C=CC=C3)C3=C(C=CC=C3)OC)C=CC=C1 (E)-3-(2-methoxybenzylidene)-2-(2-methoxyphenyl)-2,3-dihydro-4H-1-benzopyran-4-one